OCCNC=1N=C(C(=NC1C1=CC=CC=2N(C=NC21)C)C(=O)N)NC2=CC=C(C=C2)N2CCOCC2 5-(2-hydroxyethylamino)-6-(1-methylbenzimidazol-4-yl)-3-(4-morpholinoanilino)pyrazin-2-Formamide